C(C1=CC=CC=C1)NC=1C(=CC=CC1)N N-benzylbenzene-1,2-diamine